N-(2'-chloro-3'-(6-formyl-5-methoxypyridin-3-yl)-2-methyl-[1,1'-biphenyl]-3-yl)-1,3-dimethyl-2,4-dioxo-1,2,3,4-tetrahydropyrimidine-5-carboxamide ClC1=C(C=CC=C1C=1C=NC(=C(C1)OC)C=O)C1=C(C(=CC=C1)NC(=O)C=1C(N(C(N(C1)C)=O)C)=O)C